ethyl 2-(2-((1r,4r)-4-methoxycyclohexyl)-3-methylphenyl)acetate COC1CCC(CC1)C1=C(C=CC=C1C)CC(=O)OCC